ClCC1CN(C2=CC(=C3C(=C12)N=C(O3)C)O)C(=O)C3=CC1=C(S3)C=CC(=C1)OC (8-(chloromethyl)-4-hydroxy-2-methyl-7,8-dihydro-6H-oxazolo[4,5-e]indol-6-yl)(5-methoxybenzo[b]thiophen-2-yl)methanone